C(C)(CC)C(C(=O)OCC(C)C)(C(C(=O)OCC(C)C)C(C)CC)C#N diisobutyl 2,3-di-sec-butyl-2-cyanosuccinate